N,N'-bis(4-aminophenyl)-tetramethylenediamine NC1=CC=C(C=C1)NCCCCNC1=CC=C(C=C1)N